FC1CN(CCC1N1CCC(CC1)NC(OC(C)(C)C)=O)C1=C(C=C(C=C1)[N+](=O)[O-])F tert-butyl (3'-fluoro-1'-(2-fluoro-4-nitrophenyl)-[1,4'-bipiperidin]-4-yl)carbamate